benzyl 4-[2-[(2,4-dimethoxyphenyl)methylamino]-8-(3-methoxyphenyl)-7-oxo-pyrido[2,3-d]pyrimidin-6-yl]-8-methyl-2,3-dihydroquinoxaline-1-carboxylate COC1=C(C=CC(=C1)OC)CNC=1N=CC2=C(N1)N(C(C(=C2)N2CCN(C1=C(C=CC=C21)C)C(=O)OCC2=CC=CC=C2)=O)C2=CC(=CC=C2)OC